trans-2-(4-propyl-cyclohexyl)-malonic acid diethyl ester C(C)OC(C(C(=O)OCC)[C@@H]1CC[C@H](CC1)CCC)=O